OC(C)(C)C=1C=C(SC1)S(=O)(=O)NC(NC1=C(C=CC=2OCOC21)C2=CC=1N(C=C2)C=CN1)=O 4-(2-hydroxypropan-2-yl)-N-((5-(imidazo[1,2-a]pyridin-7-yl)benzo[d][1,3]dioxol-4-yl)carbamoyl)thiophene-2-sulfonamide